O.O.O.Cl.C(C)(C)(C)NC(CN1CCC(CC1)CNC(C1=CC(=CC(=C1)F)Cl)=O)=O N-((1-(2-(tert-butylamino)-2-oxoethyl)piperidin-4-yl)methyl)-3-chloro-5-fluorobenzamide hydrochloride salt trihydrate